FC=1C=C2NC(C=3N(C2=C(C1C=1C=C(C=C(C1)F)N)F)C(=NN3)C)(C)C [3-(7,9-Difluoro-1,4,4-trimethyl-5H-[1,2,4]triazolo[4,3-a]quinoxalin-8-yl)-5-fluoro-phenyl]-amine